O1CCN(CC1)C1=C2C(=NC(=C1)N1N=C(C=C1)C=1C=C(C=CC1)C)C=C(S2)C(=O)NC2COC2 7-Morpholino-N-(oxetan-3-yl)-5-(3-(m-tolyl)-1H-pyrazol-1-yl)thieno[3,2-b]pyridine-2-carboxamide